2-(3-chloro-5-(2-chloro-8,8-dimethyl-7,8-dihydro-6H-cyclopenta[e]pyrazolo[1,5-a]pyrimidine-6-carboxamido)pyridin-2-yl)-2H-1,2,3-triazole-4-carboxylic acid ClC=1C(=NC=C(C1)NC(=O)C1CC(C2=C1C=NC=1N2N=C(C1)Cl)(C)C)N1N=CC(=N1)C(=O)O